4-{6-[2-(4-Chloro-2,7-dimethyl-benzo[b]thiophen-3-yl)-ethylamino]-pyrimidin-4-yl}-2-ethoxy-benzoic acid ClC1=CC=C(C=2SC(=C(C21)CCNC2=CC(=NC=N2)C2=CC(=C(C(=O)O)C=C2)OCC)C)C